N=1C=CN2C1N=CC(=C2)C=2C=CN1N=C(N=CC12)NC1CC(C1)(O)C cis-3-((5-(imidazo[1,2-a]pyrimidin-6-yl)pyrrolo[2,1-f][1,2,4]triazin-2-yl)amino)-1-methylcyclobutan-1-ol